COC1=CC=C2CC(COC2=C1S(=O)(=O)N)C 7-methoxy-3-methylchromane-8-sulfonamide